(S)-2-((N-cyclopropylsulfamoyl)amino)-N-(1-(6-ethynyl-1-methyl-2,5-dioxo-4-phenyl-1,2,4,5-tetrahydropyrrolo[4,3,2-de]isoquinolin-3-yl)ethyl)pyrazolo[1,5-a]pyrimidine-3-carboxamide C1(CC1)NS(=O)(=O)NC1=NN2C(N=CC=C2)=C1C(=O)N[C@@H](C)C=1N(C(C=2C(=CC=C3C2C1C(N3C)=O)C#C)=O)C3=CC=CC=C3